(S)-N-(4-iodobenzyl)-1-methyl-4-(2-(p-tolyl)-2H-pyrazolo[3,4-d]pyrimidin-4-yl)piperazine-2-carboxamide IC1=CC=C(CNC(=O)[C@H]2N(CCN(C2)C=2C=3C(N=CN2)=NN(C3)C3=CC=C(C=C3)C)C)C=C1